O1N=C(C=C1)C1(CN=C(O1)NC1=C2CCCC2=C(C=2CCCC12)C1=CC=CC=C1)C(=O)OCC ethyl 5-(isoxazol-3-yl)-2-((8-phenyl-1,2,3,5,6,7-hexahydro-s-indacen-4-yl)amino)-4,5-dihydro-oxazole-5-carboxylate